(R)-8-(3-(2-amino-5-methylpyridin-4-yl)-1H-pyrazolo[3,4-b]pyrazin-6-yl)-8-azaspiro[4.5]decan-1-amine NC1=NC=C(C(=C1)C1=NNC2=NC(=CN=C21)N2CCC1(CCC[C@H]1N)CC2)C